FC1=NC(=C2N=CN(C2=N1)C1OCCC1)NCC1=C(C=CC=C1)OC 2-fluoro-6-[(2-methoxybenzyl)amino]-9-(tetrahydrofuran-2-yl)-9H-purine